(1R,2S,5S)-2-(((2-(1,3-Dimethyl-1H-pyrazol-4-yl)thiazol-5-yl)methyl)amino)-5-((imidazo[1,2-a]pyridin-8-ylmethyl)amino)cyclohexan-1-ol CN1N=C(C(=C1)C=1SC(=CN1)CN[C@@H]1[C@@H](C[C@H](CC1)NCC=1C=2N(C=CC1)C=CN2)O)C